5-(methoxy)isatin COC=1C=C2C(C(NC2=CC1)=O)=O